2-ethyl 8-(2-methoxyethyl) (1S,2S,5R)-3-((3-fluoro-4-((1-methyl-1H-pyrazol-4-yl)oxy)phenyl)sulfonyl)-3,8-diazabicyclo[3.2.1]octane-2,8-dicarboxylate FC=1C=C(C=CC1OC=1C=NN(C1)C)S(=O)(=O)N1[C@@H]([C@@H]2CC[C@H](C1)N2C(=O)OCCOC)C(=O)OCC